CC1=C(C=CC(=C1)C)S(=O)(=O)C=1N=NN2C1NC(C1=CC=C(C=C21)N2CC(CC2)NC)=O 3-(2,4-dimethylbenzenesulfonyl)-8-[3-(methylamino)pyrrolidin-1-yl]-4H,5H-[1,2,3]triazolo[1,5-a]quinazolin-5-one